COC1=C(C=CC=C1)C=1CCNCC1 4-(2-methoxyphenyl)-1,2,3,6-tetrahydropyridine